O1CCN(CC1)S(=O)(=O)C1=C(C(=O)N)C=CC=C1 (morpholinosulfonyl)benzamide